(S)-2-((R)-2-amino-2-(2,3-dihydro-1H-inden-2-yl)acetamido)-N-((1-aminoisoquinolin-6-yl)methyl)propanamide N[C@@H](C(=O)N[C@H](C(=O)NCC=1C=C2C=CN=C(C2=CC1)N)C)C1CC2=CC=CC=C2C1